4-(trifluoromethyl)-7-[2-[4-[5-(trifluoromethyl)pyrimidin-2-yl]piperazine-1-carbonyl]morpholin-4-yl]-2,5,6,7-tetrahydrocyclopenta[c]pyridazin-3-one FC(C1=C2C(=NNC1=O)C(CC2)N2CC(OCC2)C(=O)N2CCN(CC2)C2=NC=C(C=N2)C(F)(F)F)(F)F